(2-fluoro-3-(trifluoromethyl)phenyl)ethan-1-one FC1=C(C=CC=C1C(F)(F)F)C(C)=O